C1(=CC(=CC=C1)NC=1C(=CC=CC1)C1=CC(=CC=C1)C1=CC=CC=C1)C1=C(C(=C(C(=C1[2H])[2H])[2H])[2H])[2H] N-([1,1'-biphenyl]-3-yl-2',3',4',5',6'-d5)-[1,1':3,1''-terphenyl]-2'-amine